ClCC(=O)NC1=C(C=CC=C1)C(C[N+](=O)[O-])C1=C(NC2=CC=CC=C12)C1=CC=CC=C1 2-chloro-N-(2-(2-nitro-1-(2-phenyl-1H-indol-3-yl)ethyl)phenyl)acetamide